10,13,16-trioxa-6,20-diaza-pentacosanic acid C(CCCCNCCCOCCOCCOCCCNCCCCC)(=O)O